NC(CC1=NC=2CCCC(C2C=C1)C(=O)NCC1=C(C(=CC=C1)C(F)(F)F)Cl)=O (2-amino-2-oxoethyl)-N-(2-chloro-3-(trifluoromethyl)benzyl)-5,6,7,8-tetrahydroquinoline-5-carboxamide